6-[5-[2-[[4-Chloro-3-[(2R)-2-amino-3-hydroxypropoxy]-6,7-dihydro-5H-cyclopenta[c]pyridin-6-yl]methylamino]ethyl]-2-oxo-1,3-oxazolidin-3-yl]-4H-pyrido[3,2-b][1,4]oxazin-3-one ClC=1C2=C(C=NC1OC[C@@H](CO)N)CC(C2)CNCCC2CN(C(O2)=O)C=2C=CC=1OCC(NC1N2)=O